C(C)(C)(C)C1=CC2=C(NC(=N2)C2=C(C=C(C=C2)Cl)C=2C(=CC(=CC2)C(NC(CCC)C2=C(C=CC=C2)OC)=O)C(=O)OC)C=C1 methyl 2'-(5-tert-butyl-1H-1,3-benzodiazol-2-yl)-5'-chloro-4-{[1-(2-methoxyphenyl) butyl]carbamoyl}-[1,1'-biphenyl]-2-carboxylate